(S)-methyl (4-(4-((2-amino-2,4-dimethylpentyl)oxy)-3-(trifluoromethyl)phenyl)pyridin-2-yl)carbamate N[C@](COC1=C(C=C(C=C1)C1=CC(=NC=C1)NC(OC)=O)C(F)(F)F)(CC(C)C)C